NC1=NN(N=C1)CCC[Si](OCC)(OCC)OCC 4-amino-2-[3-(triethoxysilyl)propyl]-1,2,3-triazole